CNC1=CC=C(C=N1)B(O)O 6-(METHYLAMINO)PYRIDIN-3-YLBORONIC ACID